tert-butyl (cyclobutylmethyl)((3R)-1-(1-(1-(1-(5-methoxypyridin-3-yl)-1H-1,2,3-triazol-4-yl)ethyl)-2-oxo-1,2-dihydropyridin-4-yl)piperidin-3-yl)carbamate C1(CCC1)CN(C(OC(C)(C)C)=O)[C@H]1CN(CCC1)C1=CC(N(C=C1)C(C)C=1N=NN(C1)C=1C=NC=C(C1)OC)=O